(6-(4-(3H-imidazo[4,5-b]pyridin-7-yl)-1H-pyrazol-1-yl)pyridin-3-yl)(1-(methylsulfonyl)piperidin-4-yl)methanone N1=CNC2=NC=CC(=C21)C=2C=NN(C2)C2=CC=C(C=N2)C(=O)C2CCN(CC2)S(=O)(=O)C